4-(morpholine-4-carbonyl)benzaldehyde N1(CCOCC1)C(=O)C1=CC=C(C=O)C=C1